3,3'-(1,3-phenylene)bis(prop-2-yn-1-ol) C1(=CC(=CC=C1)C#CCO)C#CCO